4-[2-[4-[(E)-3-ethoxypropenyl]phenyl]-4-[4-(propan-2-ylamino)phenyl]-1H-imidazol-5-yl]-N-propanylaniline C(C)OC/C=C/C1=CC=C(C=C1)C=1NC(=C(N1)C1=CC=C(C=C1)NC(C)C)C1=CC=C(NCCC)C=C1